C(C)OC1=C(/C(/N)=N/O)C=CC(=C1)C1=NC=NC(=C1)NCCC1=C(C=CC2=CC=CC=C12)OC (Z)-2-Ethoxy-N'-hydroxy-4-(6-((2-(2-methoxynaphthalen-1-yl)ethyl)amino)pyrimidin-4-yl)benzimidamide